N-((1,2,3,5,6,7-hexahydro-S-indacen-4-yl)carbamoyl)-2-(1-(pyridin-3-ylsulfonyl)-pyrrolidin-2-yl)vinylsulfonamide C1CCC2=C(C=3CCCC3C=C12)NC(=O)NS(=O)(=O)C=CC1N(CCC1)S(=O)(=O)C=1C=NC=CC1